3,7,11,15-tetramethylhexadec-1-en-3-ol CC(C=C)(CCCC(CCCC(CCCC(C)C)C)C)O